(S)-2-((4-(6-((4-cyanobenzofuran-7-yl)methoxy)pyridin-2-yl)piperidin-1-yl)methyl)-3-(oxetane-2-ylmethyl)-3H-imidazo[4,5-b]pyridine C(#N)C1=CC=C(C2=C1C=CO2)COC2=CC=CC(=N2)C2CCN(CC2)CC2=NC=1C(=NC=CC1)N2C[C@H]2OCC2